N-((6-bromopyridazin-3-yl)-methyl)ethanamine BrC1=CC=C(N=N1)CNCC